FC1=C(C=CC(=C1)F)C(CCCCC)O 1-(2,4-difluorophenyl)hexan-1-ol